ClC1=C(C(=CC=C1OC1=CC=CC=C1)\C=C(\C1=NC(=CN=C1)C1=CN=NC=C1)/F)N1[C@H](CCC1)CN (R,Z)-(1-(2-Chloro-6-(2-fluoro-2-(6-(pyridazin-4-yl)pyrazin-2-yl)vinyl)-3-phenoxyphenyl)pyrrolidin-2-yl)methanamine